3-(4-((4-(dimethylamino)butyl)(pentyl)amino)-1-oxoisoindolin-2-yl)piperidine-2,6-dione CN(CCCCN(C1=C2CN(C(C2=CC=C1)=O)C1C(NC(CC1)=O)=O)CCCCC)C